3-hydroxy-N-methyl-5-(trifluoromethyl)benzamide OC=1C=C(C(=O)NC)C=C(C1)C(F)(F)F